NC1=C(N=CC(=N1)N1CCC2(CC1)[C@@H](C=1C(=NC=CC1)C2)N)SC2=C(C(=CC=C2)N)Cl (S)-1'-(6-amino-5-((3-amino-2-chlorophenyl)thio)pyrazin-2-yl)-5,7-dihydrospiro[cyclopenta[b]pyridine-6,4'-piperidin]-5-amine